α,α-dimethyl-benzenemethanol acetate C(C)(=O)OC(C1=CC=CC=C1)(C)C